CN(CC(=O)O)CC(=O)O.C(=C)B(O)O vinylboronic acid methyliminodiacetate